O1COC2=C1C=CC=C2CNCC2=CC(=NC=C2)N2CCSCC2 N-(1,3-benzodioxol-4-ylmethyl)-1-(2-thiomorpholino-4-pyridinyl)methanamine